FC=1C=C2C=C(NC2=CC1)C(=O)N[C@H](C(N[C@@H](C[C@H]1C(NCC1)=O)C(COC1=C(C(=CC(=C1F)F)F)F)=O)=O)CCC(C)C 5-fluoro-N-((S)-5-methyl-1-oxo-1-(((S)-3-oxo-1-((S)-2-oxopyrrolidin-3-yl)-4-(2,3,5,6-tetrafluorophenoxy)butan-2-yl)amino)hexan-2-yl)-1H-indole-2-carboxamide